6-(3-chloro-2-(2,3-dihydrobenzofuran-5-yl)anilino)-3-fluoro-2-methylbenzoic acid ClC=1C(=C(NC2=CC=C(C(=C2C(=O)O)C)F)C=CC1)C=1C=CC2=C(CCO2)C1